[N-](S(=O)(=O)C(F)(F)F)S(=O)(=O)C(F)(F)F.COC1=CC=C(C=C1)N(C1=CC=2C(C3=CC(=CC=C3C2C=C1)N(C1=CC=C(C=C1)OC)C1=CC=C(C=C1)OC)(CCC[N+](CC)(C)C)CCC[N+](C)(C)CC)C1=CC=C(C=C1)OC.[N-](S(=O)(=O)C(F)(F)F)S(=O)(=O)C(F)(F)F 3,3'-(2,7-bis(bis(4-methoxyphenyl)amino)-9H-fluorene-9,9-diyl)bis(N-ethyl-N,N-dimethylpropan-1-aminium) bis(trifluoromethanesulfonyl)imide